beta-Galactose O[C@H]1[C@H](O)[C@@H](O)[C@@H](O)[C@H](O1)CO